1,3-dihydro-4'H-spiro[indene-2,5'-[1,3]oxazol]-4'-one O1C=NC(C12CC1=CC=CC=C1C2)=O